N[C@](C)(CC)C1=C2C=C(N=CC2=C(N=C1)O[C@H](C)CCS(=O)(=O)C)NC1=CC=C2C(=N1)[C@H]([C@@H](OC2=O)C)C (7S,8R)-2-((5-((R)-2-aminobutan-2-yl)-8-(((R)-4-(methylsulfonyl)butan-2-yl)oxy)-2,7-naphthyridin-3-yl)amino)-7,8-dimethyl-7,8-dihydro-5H-pyrano[4,3-b]pyridin-5-one